CC1=C2C=CN=C(C2=C(C=C1)C)N(C(C1=NC=C(C=C1)C=1SC(=NN1)C)=O)[C@H]1CNCCC1 (R)-N-(5,8-dimethylisoquinolin-1-yl)-5-(5-methyl-1,3,4-thiadiazol-2-yl)-N-(piperidin-3-yl)picolinamide